CC1=C(C=C(C(=O)OC)C=C1)NS(=O)(=O)CC1=CC=CC=C1 methyl 4-methyl-3-((phenylmethyl)sulfonamido)benzoate